Methyl 2-acetamido-3-(((4-methoxyphenoxy)carbonyl)disulfaneyl)-3-methylbutanoate C(C)(=O)NC(C(=O)OC)C(C)(C)SSC(=O)OC1=CC=C(C=C1)OC